5-amino-3-(4-bromophenyl)-1-(2-pyridyl)pyrazole-4-carbonitrile NC1=C(C(=NN1C1=NC=CC=C1)C1=CC=C(C=C1)Br)C#N